ethyl 2-((1-methyl-4-oxo-2-(trifluoromethyl)-1,4-dihydroquinolin-6-yl) amino)-1H-imidazole-5-carboxylate CN1C(=CC(C2=CC(=CC=C12)NC=1NC(=CN1)C(=O)OCC)=O)C(F)(F)F